3-(5-(((1S,2R)-2-(4-isopropoxypiperidin-1-yl)cyclopentyl)oxy)-1-oxoisoindolin-2-yl)piperidine-2,6-dione C(C)(C)OC1CCN(CC1)[C@H]1[C@H](CCC1)OC=1C=C2CN(C(C2=CC1)=O)C1C(NC(CC1)=O)=O